ClC1=CC=C2C(=NC=3N(C2=C1)C=NN3)N(C=3C=C(C=CC3)C3=CC=C(C=C3)P(C)(C)=O)C (3'-((8-chloro-[1,2,4]triazolo[4,3-a]quinazolin-5-yl)(methyl)amino)-[1,1'-biphenyl]-4-yl)dimethylphosphine oxide